FC=1C=C(C=C(C1)F)C1CC=NN1C(=O)C12CC(C1)(C2)CN2C=NC=1C2=NC=C(C1)C#N 3-((3-(5-(3,5-difluorophenyl)-4,5-dihydro-1H-pyrazole-1-carbonyl)bicyclo[1.1.1]pentan-1-yl)methyl)-3H-imidazo[4,5-b]pyridine-6-carbonitrile